ClC1=C(O[C@H](C(=O)[O-])C)C=CC(=C1)Cl.[Na+] sodium (2S)-2-(2,4-dichlorophenoxy)propanoate